D-glucitol 1-(6-amino-3,5-difluoro-2-pyridinyl)-8-chloro-6-fluoro-1,4-dihydro-7-(3-hydroxy-1-azetidinyl)-4-oxo-3-quinolinecarboxylate trihydrate O.O.O.NC1=C(C=C(C(=N1)N1C=C(C(C2=CC(=C(C(=C12)Cl)N1CC(C1)O)F)=O)C(=O)OC[C@H](O)[C@@H](O)[C@H](O)[C@H](O)CO)F)F